C1(CC1)C1=C(C=C(C=C1)C1CC(C1)N(C(=O)C1CC2(C1)NC(OC2)=O)C)C (2s,4S)-N-((1s,3S)-3-(4-Cyclopropyl-3-methylphenyl)cyclobutyl)-N-methyl-6-oxo-7-oxa-5-azaspiro[3.4]octane-2-carboxamide